methyl (2E)-2-{2-[({cyclopropyl[(4-methoxyphenyl)imino]methyl}sulfanyl)methyl]phenyl}-3-methoxyacrylate C1(CC1)C(=NC1=CC=C(C=C1)OC)SCC1=C(C=CC=C1)/C(/C(=O)OC)=C\OC